ClC1=C(C=C2C=C(N=CC2=C1)NC(=O)[C@H]1CC12CCOCC2)N2CCC(CC2)(C)C#N (S)-N-[7-chloro-6-(4-cyano-4-methyl-1-piperidyl)-3-isoquinolyl]-6-oxaspiro[2.5]octane-2-carboxamide